(S)-N-(2-amino-1-(3-chlorophenyl)-ethyl)-1-(2-(benzo[d][1,3]dioxol-5-ylamino)-5-methylpyrimidin-4-yl)-1H-imidazole-4-carboxamide NC[C@H](C1=CC(=CC=C1)Cl)NC(=O)C=1N=CN(C1)C1=NC(=NC=C1C)NC1=CC2=C(OCO2)C=C1